4-(4'-methoxybiphenyl-4-carbonyl)phenyl-diphenylsulfonium nonafluorobutanesulfonate FC(C(C(C(S(=O)(=O)[O-])(F)F)(F)F)(F)F)(F)F.COC1=CC=C(C=C1)C1=CC=C(C=C1)C(=O)C1=CC=C(C=C1)[S+](C1=CC=CC=C1)C1=CC=CC=C1